7-(8-Chloro-7-fluoro-3-((2-methyl-1,2,3,4-tetrahydroisoquinolin-7-yl)amino)isoquinolin-6-yl)-8-Methyl-2,3-dihydro-1H-pyrido[2,3-b][1,4]oxazine-1-carboxylate ClC=1C(=C(C=C2C=C(N=CC12)NC1=CC=C2CCN(CC2=C1)C)C1=C(C2=C(OCCN2C(=O)[O-])N=C1)C)F